FC1=CC=2N(CC1)C1=C(N2)C=CC(=C1)C#CC1=C2C=C(N=CC2=C(N=C1)NC)C1(CC1)C(=O)N (5-((3-fluoro-1,2-dihydrobenzo[4,5]imidazo[1,2-a]pyridin-8-yl)ethynyl)-8-(methylamino)-2,7-naphthyridin-3-yl)cyclopropanecarboxamide